ClC=1C=C(C(=NC1)C#CC(C)(O)C)N1CCOCC1 4-[5-Chloro-3-(morpholin-4-yl)-pyridin-2-yl]-2-methylbut-3-yn-2-ol